benzoxazoleselon O1C(NC2=C1C=CC=C2)=[Se]